13-hydroxy-octadecadienoic acid OC(CCCCCCCC=CC=CC(=O)O)CCCCC